Br\C(=C/CF)\F (Z)-1-bromo-1,3-difluoropropene